tert-butyl 4-(2-oxoindolin-5-yl)piperidine-1-carboxylate O=C1NC2=CC=C(C=C2C1)C1CCN(CC1)C(=O)OC(C)(C)C